ethyl-(7-bromobenzo[d][1,3]-dioxol-4-yl)methanol 2-[3-(3,5-dimethylisoxazol-4-yl)phenyl]Ethyl-acetate CC1=NOC(=C1C=1C=C(C=CC1)CCCC(=O)OC(C1=CC=C(C=2OCOC21)Br)CC)C